C1(CC1)C1=C(C(=NO1)C1=C(C=NC=C1Cl)Cl)/C=C/C12CCC(CC1)(CC2)COC=2C=C1C(=CC=NC1=CC2)OC (E)-6-((4-(2-(5-Cyclopropyl-3-(3,5-dichloropyridin-4-yl)isoxazol-4-yl)vinyl)bicyclo[2.2.2]octan-1-yl)methoxy)-4-methoxychinolin